C(C)N(C(CC#N)=O)CC N,N-diethyl-cyanoacetamide